3-(6-(methyl(2,2,6,6-tetramethylpiperidin-4-yl)amino)pyridazin-3-yl)naphthalene CN(C1=CC=C(N=N1)C=1C=CC2=CC=CC=C2C1)C1CC(NC(C1)(C)C)(C)C